tert-Butyl 4-[17-oxo-3-{[(trifluoromethyl)sulfonyl]oxy}estra-1,3,5(10)-trien-2-yl]piperazine-1-carboxylate O=C1[C@]2(C)[C@@H](CC1)[C@@H]1CCC=3C=C(C(=CC3[C@H]1CC2)N2CCN(CC2)C(=O)OC(C)(C)C)OS(=O)(=O)C(F)(F)F